C(C)C1NCC2=CC(=CC(=C2C1)F)C(=O)OC methyl 3-ethyl-5-fluoro-1,2,3,4-tetrahydroisoquinoline-7-carboxylate